C1(CC2C(CC1)O2)CC[Si](OC)(OC)OC 2-(3,4-epoxycyclohexyl)ethyl(trimethoxy)silane